N1(CCOCC1)C(=O)C1=CC=C(C=C1)N1N=NC(=C1)C=1C(NC2=CC=CC=C2C1)=O 3-{1-[4-(morpholine-4-carbonyl)-phenyl]-1H-[1,2,3]triazol-4-yl}-1H-quinolin-2-one